di(2-methyl-5-tert-butyl-4-hydroxyphenyl) sulfide CC1=C(C=C(C(=C1)O)C(C)(C)C)SC1=C(C=C(C(=C1)C(C)(C)C)O)C